(S)-3-(4-(6-chloro-4-oxo-3,4-dihydro-7H-pyrrolo[2,3-d]pyrimidin-7-yl)phenyl)morpholine-4-carboxylic acid tert-butyl ester C(C)(C)(C)OC(=O)N1[C@H](COCC1)C1=CC=C(C=C1)N1C(=CC2=C1N=CNC2=O)Cl